C(C)(C)(C)OOC1(CC(CC(C1)C)(C)C)OOC(C)(C)C 1,1-Di-(tert-butylperoxy)-3,3,5-trimethylcyclohexane